C(C1=CC=CC=C1)OCCN1CCC(CC1)NC1=C2CN(C(C2=CC=C1)=O)C1C(NC(CC1)=O)=O 3-(4-((1-(2-(benzyloxy)ethyl)piperidin-4-yl)amino)-1-oxoisoindolin-2-yl)piperidine-2,6-dione